FC=1C=C(C(=O)N)C=C(C1OC)F 3,5-difluoro-4-methoxy-benzamide